N'-[5-bromo-2-methyl-6-[(1R)-1-methyl-2-propoxyethoxy]-3-pyridinyl]-N-ethyl-N-methyl-methanimidamide BrC=1C=C(C(=NC1O[C@@H](COCCC)C)C)N=CN(C)CC